C(=C)C1=[N+](C=CC=C1)[O-] vinylpyridine-N-oxide